CNCCO N-methylmonoethanolamine